NC=1C=C(C=CC1S)[C@@H]1N(C[C@H](CC1)C)C(C(=O)NC=1C=NC(=C(C(=O)N)C1)OC)=O 5-(2-((2R,5S)-2-(3-amino-4-mercaptophenyl)-5-methylpiperidin-1-yl)-2-oxoacetamido)-2-methoxynicotinamide